Octadecyldimethyl-(3-(trimethoxysilyl)propyl)ammonium chloride [Cl-].C(CCCCCCCCCCCCCCCCC)[N+](CCC[Si](OC)(OC)OC)(C)C